ClC1=CC(=CC(=C1)OC(C(C(F)(F)F)(F)F)(/C(=C(/C(C(F)(F)F)(C(F)(F)F)F)\F)/C(F)(F)F)F)Cl (E)-1,3-dichloro-5-((1,1,1,2,2,3,5,6,7,7,7-undecafluoro-4,6-bis(trifluoromethyl)hept-4-en-3-yl)oxy)benzene